ClC1=CC=C(C=C1)[C@@]1(N(C(C2=CC(=CC=C12)C(C(=O)NC1CCN(CC1)C)(C)O)=O)CC1=NC=C(C=C1)Cl)OC 2-[(1R)-1-(4-Chlorophenyl)-2-[(5-chloropyridin-2-yl)methyl]-1-methoxy-3-oxo-2,3-dihydro-1H-isoindol-5-yl]-2-hydroxy-N-(1-methylpiperidin-4-yl)propanamid